R-1-(3-fluorophenyl)-3-(1-(naphthalen-1-yl)ethyl)thiourea FC=1C=C(C=CC1)NC(=S)N[C@H](C)C1=CC=CC2=CC=CC=C12